C1(CC1)C=1N=CN(C1)C=1C(=CC(=C(C(=O)NC2=CC=CC=3C=4N(C(COC32)C)C=NN4)C1)F)C 5-(4-cyclopropyl-1H-imidazol-1-yl)-2-fluoro-4-methyl-N-(5-methyl-5,6-dihydrobenzo[f][1,2,4]triazolo[4,3-d][1,4]oxazepin-8-yl)benzamide